6-(pyrrolidin-1-yl)pyrimidin N1(CCCC1)C1=CC=NC=N1